4-(2H-tetrazol-5-yl)phenylboronic acid pinacol ester N=1NN=NC1C1=CC=C(C=C1)B1OC(C)(C)C(C)(C)O1